OCCN(C1=CC=C(C=C1)/C=C/C(=O)C1=CC=C(C=C1)NC(C1=CC(=CC(=C1)C(F)(F)F)C(F)(F)F)=O)C N-[4-[(E)-3-[4-[2-Hydroxyethyl(methyl)amino]phenyl]prop-2-enoyl]phenyl]-3,5-bis(trifluoromethyl)benzamide